dimethoxyiridium CO[Ir]OC